(S)-1-(5-(2-(1-cyclopropylethyl)-4-(diethylamino)-3-oxo-2,3-dihydro-1H-pyrrolo[3,4-c]pyridin-6-yl)-4-methylthiazol-2-yl)-3-methylurea C1(CC1)[C@H](C)N1C(C=2C(=NC(=CC2C1)C1=C(N=C(S1)NC(=O)NC)C)N(CC)CC)=O